4-((1R,3S)-3-((R)-1-((5-((5-fluoro-pyridin-2-yl)-oxy)pyridin-2-yl)amino)-1-oxopropan-2-yl)cyclohexyl)pyridine 1-oxide FC=1C=CC(=NC1)OC=1C=CC(=NC1)NC([C@H](C)[C@@H]1C[C@@H](CCC1)C1=CC=[N+](C=C1)[O-])=O